2-(7-(((2-(2,6-dioxopiperidin-3-yl)-4-fluoro-1,3-dioxoisoindoline-5-yl)methyl)amino)-1-oxoisoindoline-2-yl)-2-(5-fluoro-2-hydroxyphenyl)-N-(thiazol-2-yl)acetamide O=C1NC(CCC1N1C(C2=CC=C(C(=C2C1=O)F)CNC=1C=CC=C2CN(C(C12)=O)C(C(=O)NC=1SC=CN1)C1=C(C=CC(=C1)F)O)=O)=O